CO[Si](C1=CC=C(N)C=C1)(OC)OC p-(trimethoxysilyl)aniline